O(C)N(C(C)=O)C N-methoxyl-N-methylacetamide